CC=1N=C(NC1C)C1=NC=CC(=C1)C=1C=NC=C(C1)C(=O)N1C(CCCC1)C 2'-(4,5-Dimethyl-1H-imidazol-2-yl)-5-[(2-methylpiperidin-1-yl)carbonyl]-3,4'-bipyridine